ClC1=CC=C(C=C1)NC(NCC(C)(C1=CC=CC=C1)C)=O 3-(4-chlorophenyl)-1-(2-methyl-2-phenylpropyl)urea